C(CCC)[Sn](SC)(CCCC)CCCC tributyl-(methylthio)stannane